ClC1=NC=2N(C(=C1)NCC=1N(C=C(N1)C1=NC=CC=C1)C)N=CC2C2CC2 5-chloro-3-cyclopropyl-N-((1-methyl-4-(pyridin-2-yl)-1H-imidazol-2-yl)methyl)pyrazolo[1,5-a]pyrimidin-7-amine